1-(5-(((1R,5S)-3,8-diazabicyclo[3.2.1]octan-3-yl)methyl)benzo[d]isoxazol-3-yl)dihydropyrimidine-2,4(1H,3H)-dione [C@H]12CN(C[C@H](CC1)N2)CC=2C=CC1=C(C(=NO1)N1C(NC(CC1)=O)=O)C2